(3S)-3-({1-cyclopentyl-5-[2-(1,1-difluoroethyl)phenyl]-1H-pyrazol-3-yl}formamido)-5-(3,3-difluoroazetidin-1-yl)pentanoic acid C1(CCCC1)N1N=C(C=C1C1=C(C=CC=C1)C(C)(F)F)C(=O)N[C@H](CC(=O)O)CCN1CC(C1)(F)F